(R)-3-fluoro-N-hydroxy-5-((2-methyl-2-azaspiro[5.5]undecan-3-yl)methyl)benzamide FC=1C=C(C(=O)NO)C=C(C1)C[C@@H]1N(CC2(CC1)CCCCC2)C